C(C1=CC=CC=C1)[C@]1(CCC=2N(C3=CC=CC=C3C2C1=O)C1=CC=CC=C1)C#N (R)-3-Benzyl-4-oxo-9-phenyl-2,3,4,9-tetrahydro-1H-carbazole-3-carbonitrile